5-benzyl-3-((2-methyloxazole-4-carboxamido)methyl)-4,5-dihydroisoxazole C(C1=CC=CC=C1)C1CC(=NO1)CNC(=O)C=1N=C(OC1)C